tert-butyl 4-(6-((diphenylmethylene)amino)-4-methylpyridin-3-yl)piperazine-1-carboxylate C1(=CC=CC=C1)C(C1=CC=CC=C1)=NC1=CC(=C(C=N1)N1CCN(CC1)C(=O)OC(C)(C)C)C